O.B(O)(O)O.FC(C=1C=C(C=C(C1)C(F)(F)F)[Na])(F)F [3,5-bis(trifluoromethyl)phenyl]sodium borate hydrate